NCCC(C)O[Si](OCC)(CC)CCCN (beta-aminoethyl)-gamma-aminopropylethyldiethoxysilane